5-(aminomethyl)-N-(1-(2-(3-cyano-1H-pyrazol-1-yl)quinolin-4-yl)ethyl)-2-methylbenzamide NCC=1C=CC(=C(C(=O)NC(C)C2=CC(=NC3=CC=CC=C23)N2N=C(C=C2)C#N)C1)C